COC1=C(C=CC=C1)C1=C(C(=O)NC2=NN=C(S2)OC2CN(CCC2)C(=O)OC(C)(C)C)C=CN=C1 tert-butyl 3-((5-(3-(2-methoxyphenyl) isonicotinamido)-1,3,4-thiadiazol-2-yl)oxy)piperidine-1-carboxylate